C12C([C@H]3C=C([C@H]31)C2)C2=CC=C(C=C2)B(O)O (4-((3S,6S)-tricyclo[3.1.1.03,6]hept-4-en-2-yl)phenyl)boronic acid